NC1=NNC2=CC=C(C=C12)C1=CC(=NC=C1)NC1=C(C=C(C=C1)O)C 4-{[4-(3-Amino-1H-indazol-5-yl)pyridin-2-yl]amino}-3-methylphenol